C(C)OC(\C(=C(\C(=O)OCC)/O)\OCC1=CC=CC=C1)=O 2-(Benzyloxy)-3-hydroxyfumaric acid diethyl ester